NCCOCCOC=1C=C(CNC(=O)C=2SC(=C(N2)C=2C=C3CCN(C3=CC2)C(=O)C2CC2)C)C=CC1 N-(3-(2-(2-aminoethoxy)ethoxy)benzyl)-4-(1-(cyclopropanecarbonyl)indolin-5-yl)-5-methylthiazole-2-carboxamide